(S)-2-(5-methoxy-4-oxo-benzo[d][1,2,3]triazin-3(4H)-yl)-N-(1-(4-methoxyphenyl)ethyl)acetamide COC1=CC=CC=2N=NN(C(C21)=O)CC(=O)N[C@@H](C)C2=CC=C(C=C2)OC